7-(2,4-difluorophenyl)-5-[(2S,6R)-2-[1-(methoxymethyl)pyrazol-4-yl]-6-methyl-morpholin-4-yl]-N,N-dimethyl-thiazolo[4,5-d]pyrimidin-2-amine FC1=C(C=CC(=C1)F)C=1C2=C(N=C(N1)N1C[C@@H](O[C@@H](C1)C)C=1C=NN(C1)COC)N=C(S2)N(C)C